1-(4-(7-bromo-4,8-dichloro-6-fluoro-1H-imidazo[4,5-c]quinolin-1-yl)piperidin-1-yl)prop-2-en-1-one BrC=1C(=CC=2C3=C(C(=NC2C1F)Cl)N=CN3C3CCN(CC3)C(C=C)=O)Cl